2-(2-oxabicyclo[2.1.1]hex-4-yl)-7-cyclobutoxyimidazo[1,2-a]pyrimidine-6-carboxylic acid C12OCC(C1)(C2)C=2N=C1N(C=C(C(=N1)OC1CCC1)C(=O)O)C2